di-acetyl peroxide C(C)(=O)OOC(C)=O